(E)-(1-(2-(5-cyclopropyl-3-(3,5-dichloropyridin-4-yl)isoxazol-4-yl)vinyl)-2-oxabicyclo[2.2.2]oct-4-yl)methanol C1(CC1)C1=C(C(=NO1)C1=C(C=NC=C1Cl)Cl)/C=C/C12OCC(CC1)(CC2)CO